ethyl 1-tert-butyl-2-fluoroimidazole-4-carboxylate C(C)(C)(C)N1C(=NC(=C1)C(=O)OCC)F